C(CCCCCCCCCCCCCCC)(=O)[O-].[Ni+2].C(CCCCCCCCCCCCCCC)(=O)[O-] nickel palmitoate